C(C1=CC=CC=C1)N1C2=C(OCC1CC(CO)O)C=CC(=C2)[N+](=O)[O-] 3-(4-benzyl-6-nitro-3,4-dihydro-2H-benzo[b][1,4]oxazin-3-yl)propane-1,2-diol